CN(C1=CC=C(C=N1)C#C/C=C/C1=NC2=CC=C(C=C2C=C1)O)C (E)-2-(4-(6-(dimethylamino)pyridine-3-yl)buta-1-en-3-ynyl)quinoline-6-ol